C(C)(C)(C)OC(=O)C1=CC=NC2=CC=C(C=C12)N(C)CCCO 6-(3-Hydroxypropyl-methylamino)quinoline-4-carboxylic acid tert-butyl ester